Ethyl (2S,3S)-3-(((S)-4-methyl-1-oxo-1-((3,3,3-trifluoropropyl)amino)pentan-2-yl)carbamoyl)oxirane-2-carboxylate CC(C[C@@H](C(NCCC(F)(F)F)=O)NC(=O)[C@@H]1[C@H](O1)C(=O)OCC)C